1,4-diaminobutane NCCCCN